FC=1C=C2CCC[C@H](C2=CC1)O (R)-6-fluoro-1,2,3,4-tetrahydronaphthalen-1-ol